BrCC(=O)NC1=C(C(=CC=C1)C)C1=NOCC1 2-bromo-N-(2-(4,5-dihydroisoxazol-3-yl)-3-methylphenyl)acetamide